2-formylisonicotinonitrile C(=O)C=1C=C(C#N)C=CN1